4-Ethynyl-6,7-dimethyl-2,3-dihydro-1H-pyrrolo[4,3-c]pyridine-2-carboxylic acid-2-methylpropan-2-yl ester CC(C)(C)OC(=O)N1CC2=C(C(=NC(=C2C)C)C#C)C1